nonanedihydrazide oleoyl-lactyllactate C(CCCCCCC\C=C/CCCCCCCC)(=O)CC(C(=O)O)(O)C(C(O)C)=O.C(CCCCCCCC(=O)NN)(=O)NN